C(C1=CC=CC=C1)OC(=O)N1[C@@H](C(C[C@H]1C)=O)CO[C@@H]1CC[C@@H](CC1)C1=CC=CC=C1 (2R,5R)-5-methyl-3-oxo-2-({[(cis)-4-phenylcyclohexyl]oxy}methyl)pyrrolidine-1-carboxylic acid benzyl ester